5-chloro-2-(difluoromethyl)-N-((1r,4r)-4-((3-(6-methoxy-pyridin-3-yl)-2-oxo-2,3-di-hydro-1H-benzo[d]imidazol-1-yl)methyl)cyclohexyl)nicotinamide ClC=1C=NC(=C(C(=O)NC2CCC(CC2)CN2C(N(C3=C2C=CC=C3)C=3C=NC(=CC3)OC)=O)C1)C(F)F